2-(6-(3-(1,10-phenanthroline-2-yl)phenyl)pyridin-2-yl)phenol N1=C(C=CC2=CC=C3C=CC=NC3=C12)C=1C=C(C=CC1)C1=CC=CC(=N1)C1=C(C=CC=C1)O